2-[[6-[4-Chloro-3-(difluoromethoxy)phenyl]pyrazolo[4,3-b]pyridin-1-yl]methyl]-5-methyl-1,3,4-thiadiazole ClC1=C(C=C(C=C1)C=1C=C2C(=NC1)C=NN2CC=2SC(=NN2)C)OC(F)F